C1(=CC=CC2=CC=CC=C12)C1=C(C=CC(=C1)NC1=CC=CC=C1)C1=CC=C(C=C1)NC1=CC=CC=C1 (1-naphthyl)-N,N'-diphenyl-4,4'-biphenyldiamine